O=C1NC(CC[C@@H]1N1CC=2C(N(C=C(C2C1=O)C)C1CCN(CC1)C(=O)OC(C)(C)C)=O)=O tert-butyl (S)-4-(2-(2,6-dioxopiperidin-3-yl)-7-methyl-1,4-dioxo-1,2,3,4-tetrahydro-5H-pyrrolo[3,4-c]pyridin-5-yl)piperidine-1-carboxylate